N-(3-(N-(tert-butyl)sulfamoyl)phenyl)-6-(3-methoxyazetidin-1-yl)-2-(6-azaspiro[2.5]octan-6-yl)nicotinamide C(C)(C)(C)NS(=O)(=O)C=1C=C(C=CC1)NC(C1=C(N=C(C=C1)N1CC(C1)OC)N1CCC2(CC2)CC1)=O